BrC=1C(=C(N(C1C)CC(OC)OC)C(=O)O)C1=CC=C(C=C1)OC 4-bromo-1-(2,2-dimethoxyethyl)-3-(4-methoxyphenyl)-5-methyl-1H-pyrrole-2-carboxylic acid